N-((3-Fluoropiperidin-3-yl)methyl)methanesulfonamide FC1(CNCCC1)CNS(=O)(=O)C